C(C)(C)(C)OC(=O)N1CC(C1)NC=1C=CC(=C(C(=O)NC(C)C2=CC=C(C3=CC=CC=C23)C#CC2CCN(CC2)CCCCCC(=O)O)C1)C 6-[4-[2-[4-[1-[[5-[(1-tert-butoxycarbonylazetidin-3-yl)amino]-2-methyl-benzoyl]amino]ethyl]-1-naphthyl]ethynyl]-1-piperidyl]hexanoic acid